ClC=1C=C(C=2N(N1)C(=CN2)C)C2=CN(C1=CC=CC=C21)C2=C(C=CC=C2)C 6-chloro-3-methyl-8-(1-tolyl-1H-indol-3-yl)imidazo[1,2-b]pyridazine